C1(CCC1)C1=CC=C(OC(C(=O)OC)(C)C)C=C1 methyl 2-(4-cyclobutylphenoxy)-2-methylpropionate